COC1=NC=C(C=C1C(=O)N)NC(C(=O)N1[C@H](CC[C@@H](C1)C)C1=CC(=C(C(=C1)F)F)F)=O 2-methoxy-5-[[2-[(2R,5S)-5-methyl-2-(3,4,5-trifluorophenyl)-1-piperidyl]-2-oxo-acetyl]amino]pyridine-3-carboxamide